C(N)(=N)C1=CC=C(N1)CC(=O)O 2-(5-carbamimidoyl-1H-pyrrol-2-yl)acetic acid